OC=1C=CC=C2C(=NC=NC12)NCC1=CC=C(C=C1)B(O)O 4-(((8-hydroxyquinazolin-4-yl)amino)methyl)phenylboronic acid